3-(5-methylthiazol-2-yl)-1H-pyrrolo[2,3-b]pyridin CC1=CN=C(S1)C1=CNC2=NC=CC=C21